4-bromo-6-methyl-picolinaldehyde BrC1=CC(=NC(=C1)C)C=O